N1=CC=C(C=C1)CCNC(CC)=O N-(2-(pyridin-4-yl)ethyl)propionamide